2'-ACETYL[1,1'-BIPHENYL]-4-CARBOXYLIC ACID C(C)(=O)C1=C(C=CC=C1)C1=CC=C(C=C1)C(=O)O